CS(=O)(=O)NC1=CC2=C(C(C(=CO2)NC=O)=O)C=C1OC1=CC=CC=C1 N-[7-[(methylsulfonyl)amino]-4-oxo-6-phenoxy-4H-1-benzopyran-3-yl]carboxamide